(R)-8-(3-(3-(trifluoromethyl)-phenyl)-1H-pyrazolo[3,4-b]pyrazin-6-yl)-8-azaspiro[4.5]decan-1-amine FC(C=1C=C(C=CC1)C1=NNC2=NC(=CN=C21)N2CCC1(CCC[C@H]1N)CC2)(F)F